N=1C(N=C2C1C(OC2=O)=O)=O 2H-furo[3,4-d]imidazole-2,4,6-trione